ethyl 5-((3-((1R,3S,4R)-3-((bicyclo[1.1.1]pentan-1-ylcarbamoyl)oxy)-4-fluorocyclopentyl)-1-(tert-butyl)-1H-pyrazol-5-yl)amino)imidazo[1,2-c]pyrimidine-2-carboxylate C12(CC(C1)C2)NC(=O)O[C@H]2C[C@H](C[C@H]2F)C2=NN(C(=C2)NC2=NC=CC=1N2C=C(N1)C(=O)OCC)C(C)(C)C